[C@@H]12NC[C@@H]([C@H](C1)C1=C(C3=C(NC(=C3C(C)C)C=3C(=C(C=4N(C3)N=CN4)C)C)S1)C)C2 2-((1S,4R,5S)-2-azabicyclo[2.2.1]heptan-5-yl)-5-(7,8-dimethyl-[1,2,4]triazolo[1,5-a]pyridin-6-yl)-4-isopropyl-3-methyl-6H-thieno[2,3-b]pyrrole